C1(NNC(C=2C=C3C(=CC12)C=CC=C3)=O)=O 2,3-dihydrobenzo[g]phthalazine-1,4-dione